COC=1C=CC2=C(C(NCC3=C2C=CC(=C3)OC)=O)C1 3,9-dimethoxy-6,7-dihydro-5H-dibenzo[c,e]Azepin-5-one